FC1=C2C(NC(=NC2=CC(=C1F)F)CSC1CCOCC1)=O 5,6,7-Trifluoro-2-(((tetrahydro-2H-pyran-4-yl)thio)methyl)quinazolin-4(3H)-one